4-(methoxymethoxy)-3-(4,4,5,5-tetramethyl-1,3,2-dioxaborocan-2-yl)benzonitrile COCOC1=C(C=C(C#N)C=C1)B1OCCCC(C(O1)(C)C)(C)C